COC=1C=C(C=NC1)C1=CC2=C(SC(=C2C)C(=O)N(CCN2CCOCC2)CCC(=O)NC)C=C1 5-(5-methoxypyridin-3-yl)-3-methyl-N-(3-(methylamino)-3-oxopropyl)-N-(2-morpholinoethyl)benzo[b]thiophene-2-carboxamide